6-[7-[4-fluoro-2-(2-methoxyethoxy)phenyl]-6-(trifluoromethylsulfonyloxy)thieno[3,2-c]pyridin-4-yl]-3,4-dihydro-1H-isoquinoline-2-carboxylic acid tert-butyl ester C(C)(C)(C)OC(=O)N1CC2=CC=C(C=C2CC1)C1=NC(=C(C2=C1C=CS2)C2=C(C=C(C=C2)F)OCCOC)OS(=O)(=O)C(F)(F)F